C(C)N(CCCCCCCCNC1=CC=CC=2N(C(N(C21)C)=O)C2C(NC(CC2)=O)=O)CC 3-(4-((8-(diethylamino)octyl)amino)-3-methyl-2-oxo-2,3-dihydro-1H-benzo[d]imidazol-1-yl)piperidine-2,6-dione